ClC1=CC=C(C=C1)C(C1=CC=C(C=C1)Cl)O 1,1-bis-(p-chlorophenyl)methylalcohol